2-(2-chloro-4-methoxyphenyl)ethylamine ClC1=C(C=CC(=C1)OC)CCN